Cl.C(C)N1N=CC=2C1=NC(=NC2N)N 1-ethyl-1H-pyrazolo[3,4-d]pyrimidin-4,6-diamine hydrochloride